N-cyclohexyl-2-((3aR,6aS)-5-methylhexahydropyrrolo[3,4-c]pyrrol-2(1H)-yl)benzo[d]thiazole C1(CCCCC1)N1C(SC2=C1C=CC=C2)N2C[C@@H]1CN(C[C@@H]1C2)C